phthalic anhydride dimethacrylate C(C(=C)C)(=O)O.C(C(=C)C)(=O)O.C1(C=2C(C(=O)O1)=CC=CC2)=O